The molecule is a molybdopterin dinucleotide in which the other nucleobase is cytosine and the coordinated molybdenum species is MoO2. It is a molybdopterin dinucleotide and a Mo-molybdopterin cofactor. C1=CN(C(=O)N=C1N)[C@H]2[C@@H]([C@@H]([C@H](O2)COP(=O)(O)OP(=O)(O)OC[C@@H]3C(=C([C@H]4[C@@H](O3)NC5=C(N4)C(=O)NC(=N5)N)[S-])[S-])O)O.O=[Mo+2]=O